(3S)-N-Methyl-N-((tetrahydrofuran-2-yl)methyl)pyrrolidin-3-amine CN([C@@H]1CNCC1)CC1OCCC1